C(C)(C)(C)C1=C(C=CC(=C1)C(C)(C)C)OP(OC1=C(C=C(C=C1)C(C)(C)C)C(C)(C)C)OC1=C(C=C(C=C1)C(C)(C)C)C(C)(C)C tris(2,4-di-tertbutylphenyl)phosphite